CC=1N=CN(C1)C1=CCC2C3CC=C4C[C@H](CC[C@@]4(C3CC[C@]12C)C)NC(C1=CC=C(C=C1)[N+](=O)[O-])=O N-((3S,10R,13S)-17-(4-methyl-1H-imidazol-1-yl)-10,13-dimethyl-2,3,4,7,8,9,10,11,12,13,14,15-dodecahydro-1H-cyclopenta[a]phenanthren-3-yl)-4-nitrobenzamide